3-(4-((4-bromo-2-fluorophenyl)amino)-7-methoxyquinazolin-6-yl)-2-oxo-1-oxa-3,8-diazaspiro[4.5]decane-8-carboxylic acid tert-butyl ester C(C)(C)(C)OC(=O)N1CCC2(CN(C(O2)=O)C=2C=C3C(=NC=NC3=CC2OC)NC2=C(C=C(C=C2)Br)F)CC1